C(=CC)[Si](C)(C)C propenyl-trimethyl-silane